BrC=1C(=NC(=CC1)C)OC(F)(F)F 3-bromo-6-methyl-2-(trifluoromethoxy)pyridine